methyl (S)-2-((tert-Butoxycarbonyl) amino)-3-(4-((tert-butyldimethylsilyl) oxy) phenyl)-2-methylpropionate C(C)(C)(C)OC(=O)N[C@](C(=O)OC)(CC1=CC=C(C=C1)O[Si](C)(C)C(C)(C)C)C